m-dimethylaminophenyl N,N-dimethylaminocarbamate CNN(C(OC1=CC(=CC=C1)N(C)C)=O)NC